(S)-tert-butyl (1-(4-(2-acetamidopyridin-4-yl)-2-chlorophenoxy)-4-methylpentan-2-yl)carbamate C(C)(=O)NC1=NC=CC(=C1)C1=CC(=C(OC[C@H](CC(C)C)NC(OC(C)(C)C)=O)C=C1)Cl